3-(2,2-dimethyl-2,3-dihydrobenzofuran-5-yl)-6,7-difluoro-3-(4-hydroxyphenyl)indol-2-one CC1(OC2=C(C1)C=C(C=C2)C2(C(NC1=C(C(=CC=C21)F)F)=O)C2=CC=C(C=C2)O)C